2-{6-[(3R)-3-[(cyclopropylmethyl)amino]pyrrolidin-1-yl]pyridazin-3-yl}-4-fluoro-5-(6-methoxypyridazin-4-yl)phenol C1(CC1)CN[C@H]1CN(CC1)C1=CC=C(N=N1)C1=C(C=C(C(=C1)F)C1=CN=NC(=C1)OC)O